C(#N)C1=CC(=C(C=C1)NC(=O)[C@@H]1CN([C@H](O1)C(F)(F)F)C1=CC(=C(C=C1)C#N)C(F)(F)F)C (2R,5S)-N-(4-Cyano-2-methylphenyl)-3-(4-cyano-3-(trifluoromethyl)phenyl)-2-(trifluoromethyl)oxazolidin-5-carboxamid